methyl 2-(2-(2,4-difluorophenyl)acetyl)-5-fluoro-3-nitrobenzoate FC1=C(C=CC(=C1)F)CC(=O)C1=C(C(=O)OC)C=C(C=C1[N+](=O)[O-])F